6-(m-tolyloxy)nicotinic acid C1(=CC(=CC=C1)OC1=NC=C(C(=O)O)C=C1)C